O=C1N(CC2=CC(=CC=C12)CN1CCC(CC1)C=1C2=C(N=CN1)SC=C2C2=CC=CC=C2)C2C(NC(CC2)=O)=O 3-(1-oxo-5-((4-(5-phenylthieno[2,3-d]pyrimidin-4-yl)piperidin-1-yl)methyl)isoindolin-2-yl)piperidine-2,6-dione